BrC1=NN2C(N(C(=CC2=O)C2CC2)CC(=O)NC2=CC=C(C=C2)C(F)(F)F)=N1 2-(2-bromo-5-cyclopropyl-7-oxo-[1,2,4]triazolo[1,5-a]pyrimidin-4(7H)-yl)-N-(4-(trifluoromethyl)phenyl)acetamide